FC=1C=C(COC2=CC=C(C=C2)[C@@H]2N(OCC2)C2=CC(=NC=N2)NC=2C(=CC(=C(C2)NC(C=C)=O)N2CCN(CC2)C)OC)C=CC1 (R)-N-(5-((6-(3-(4-((3-fluorobenzyl)oxy)phenyl)-isoxazolidin-2-yl)-pyrimidin-4-yl)-amino)-4-meth-oxy-2-(4-methyl-piperazin-1-yl)-phenyl)acryl-amide